CS(=O)(=O)OCC=1N(/C(/SC1)=N/C(=O)C1=CNC2=NC=CC=C21)CC2=CC=CC=C2 (Z)-(2-((1H-pyrrolo[2,3-b]pyridine-3-carbonyl)imino)-3-benzyl-2,3-dihydrothiazol-4-yl)methyl methanesulfonate